ClC(Cl)(Cl)C1=NC=NC=N1 trichloromethyl-[1,3,5]triazine